C(C)OC(/C=N/[S@@](=O)C(C)(C)C)=O (S,E)-ethyl-2-((tert-butylsulfinyl)imino)acetate